Benzyl 4-(4-(2,4-dioxo-3-((2-(trimethylsilyl)ethoxy)methyl)tetrahydropyrimidin-1(2H)-yl)-1H-indazol-1-yl)piperidine-1-carboxylate O=C1N(CCC(N1COCC[Si](C)(C)C)=O)C1=C2C=NN(C2=CC=C1)C1CCN(CC1)C(=O)OCC1=CC=CC=C1